C12(CCC(CC1)CC2)C(=O)OC2C(OC(C2)N2C1=NC(=NC(=C1N=C2)NC(=O)[C@@H]2OC(CC2)=O)F)(CO)C#C 2-ethynyl-5-(2-fluoro-6-((R)-5-oxotetrahydrofuran-2-carboxamido)-9H-purin-9-yl)-2-(hydroxymethyl)tetrahydrofuran-3-yl bicyclo[2.2.2]octane-1-carboxylate